1,2-bis[3-(3-aminophenoxy)phenyl]propane NC=1C=C(OC=2C=C(C=CC2)CC(C)C2=CC(=CC=C2)OC2=CC(=CC=C2)N)C=CC1